4-fluoro-1-((S)-5-((1R,2S)-2-(4-fluorophenyl)cyclopropylamino)-2-(4-(pyrimidin-2-yl)benzamido)pentanoyl)piperidine-4-carboxamide FC1(CCN(CC1)C([C@H](CCCN[C@H]1[C@@H](C1)C1=CC=C(C=C1)F)NC(C1=CC=C(C=C1)C1=NC=CC=N1)=O)=O)C(=O)N